NCCC1=CC=C(C=C1)C1=C(C=C(C#N)C=C1)OC1=NC(=NC(=C1)N1CC(CCC1)(F)F)C 4-[4-(2-aminoethyl)phenyl]-3-[6-(3,3-difluoropiperidin-1-yl)-2-methylpyrimidin-4-yl]oxybenzonitrile